3-(4-chlorophenyl)-1-{4-[(2-morpholinyl-2-oxoethyl)amino]phenyl}-1-[2-(4-morpholinyl)ethyl]urea ClC1=CC=C(C=C1)NC(N(CCN1CCOCC1)C1=CC=C(C=C1)NCC(=O)N1CCOCC1)=O